ClC(Cl)(Cl)C1=C(C(=NN=N1)C(C)C)C(Cl)(Cl)Cl bis(trichloromethyl)-s-propyl-triazine